(5-bromo-1-(5-phenyl-1,3,4-oxadiazol-2-yl)pentyl)-4-methylaniline BrCCCCC(C=1OC(=NN1)C1=CC=CC=C1)NC1=CC=C(C=C1)C